ClC=1C(=C(NC2=C(NC3=C2C(NCC3)=O)C3=C(C=NC=C3)OC[C@H]3N(CC3)C(=O)OC(C)(C)C)C=CC1)OC tert-butyl (2S)-2-[({4-[3-(3-chloro-2-methoxyanilino)-4-oxo-4,5,6,7-tetrahydro-1H-pyrrolo[3,2-c]pyridin-2-yl]pyridin-3-yl}oxy)methyl]azetidine-1-carboxylate